C(C)(C)(C)C=1C=C(C(=O)N=C2NCCN2)C=CC1NC1=CC(=CC=C1)C(NCCC(C)C)=O 3-tert-butyl-N-[(2E)-imidazolidin-2-ylidene]-4-({3-[(3-methylbutyl)carbamoyl]phenyl}amino)benzamide